tert-butyl-3-(5-((2,4-dimethoxybenzyl)amino)-9-fluoro-8-methoxy-[1,2,4]triazolo[1,5-c]quinazolin-2-yl)piperidine C(C)(C)(C)N1CC(CCC1)C1=NN2C(=NC=3C=C(C(=CC3C2=N1)F)OC)NCC1=C(C=C(C=C1)OC)OC